FC1C=C(C=C2C1[C@H](CCO2)O)F (S)-5,7-difluorotetrahydro-benzopyran-4-ol